[2-(methacrylamido)ethyl]trimethylammonium chloride [Cl-].C(C(=C)C)(=O)NCC[N+](C)(C)C